4-((5-(1H-indol-3-yl)-1H-pyrazol-3-yl)amino)-3-ethylphenol N1C=C(C2=CC=CC=C12)C1=CC(=NN1)NC1=C(C=C(C=C1)O)CC